2,2,2-trifluoro-1-(4-benzylphenyl)ethanone FC(C(=O)C1=CC=C(C=C1)CC1=CC=CC=C1)(F)F